N-(3-chloro-2-fluorophenyl)-7-methoxy-6-(4,7-diazaspiro[2.5]octan-7-yl)quinazolin-4-amine ClC=1C(=C(C=CC1)NC1=NC=NC2=CC(=C(C=C12)N1CCNC2(CC2)C1)OC)F